C(C)C=1C(=CC2=CN(N=C2C1)C1CCC(CC1)C=O)NC(=O)C1=NC(=CC=C1)C(F)(F)F N-[6-ethyl-2-(4-formylcyclohexyl)indazol-5-yl]-6-(trifluoromethyl)pyridine-2-carboxamide